Pentan-3-yl ((S)-((4-(4-hydroxy-3-isopropylbenzyl)-3,5-dimethylphenoxy)methyl) (phenoxy)phosphoryl)-L-alaninate OC1=C(C=C(CC2=C(C=C(OC[P@](=O)(OC3=CC=CC=C3)N[C@@H](C)C(=O)OC(CC)CC)C=C2C)C)C=C1)C(C)C